C(COCCOCCOCCOCCOCCO)O HexaEthylenglycol